1-(2-(2-methoxyphenyl)-2-((tetrahydro-2H-pyran-4-yl)oxy)ethyl)-5-methyl-3-(1-(methylsulfonyl)azetidin-3-yl)-6-(oxazol-2-yl)thieno[2,3-d]pyrimidine-2,4(1H,3H)-dione COC1=C(C=CC=C1)C(CN1C(N(C(C2=C1SC(=C2C)C=2OC=CN2)=O)C2CN(C2)S(=O)(=O)C)=O)OC2CCOCC2